2-(2-(1-((R)-1-(2,6-dichloro-3-cyclopropylphenyl)ethyl)-1H-imidazo[4,5-c]pyridin-6-yl)-5-(dimethylphosphoryl)phenyl)propionic acid ClC1=C(C(=CC=C1C1CC1)Cl)[C@@H](C)N1C=NC=2C=NC(=CC21)C2=C(C=C(C=C2)P(=O)(C)C)C(C(=O)O)C